phenyl-[phenyl(biphenylyl)triazinyl](phenyldibenzofuranyl)biphenyl C1(=CC=CC=C1)C1=C(C(=C(C=C1)C1=CC=CC=C1)C1=C(C=CC=2OC3=C(C21)C=CC=C3)C3=CC=CC=C3)C3=NN=NC(=C3C3=C(C=CC=C3)C3=CC=CC=C3)C3=CC=CC=C3